C1(CC1)N1C=C(C=2C(=NC=CC21)NCC2=C(C=C(C=C2)OC)OC)C2=CC=C(C=1N2C=CN1)NC(=O)NC1=CC(=C(C=C1)CN1CCN(CC1)C)C(F)(F)F 1-(5-(1-cyclopropyl-4-((2,4-dimethoxybenzyl)amino)-1H-pyrrolo[3,2-c]pyridin-3-yl)imidazo[1,2-a]pyridin-8-yl)-3-(4-((4-methylpiperazin-1-yl)methyl)-3-(trifluoromethyl)phenyl)urea